4-(3-nitrophenyl)-3-morpholone [N+](=O)([O-])C=1C=C(C=CC1)N1C(COCC1)=O